tert-butyl (1S,5R)-1-(2-hydroxypropan-2-yl)-3,8-diazabicyclo[3.2.1]octane-8-carboxylate OC(C)(C)[C@@]12CNC[C@@H](CC1)N2C(=O)OC(C)(C)C